CC1=NC2=C(C=CC=C2C(=C1)C)C(=O)[O-] 2-methyl-4-methyl-8-quinolate